CN(C(C1=CC=CC=C1)N)C N,N-dimethylbenzylenediamine